The molecule is an organic sulfamate oxoanion that is the conjugate base of (3Z,6Z)-dodeca-3,6-dien-1-ylsulfamic acid. It has been isolated from Daphnia pulex and has been shown to cause morphological changes in the green alga Scenedesmus gutwinskii. It has a role as a kairomone and a Daphnia pulex metabolite. It is a conjugate base of a (3Z,6Z)-dodeca-3,6-dien-1-ylsulfamic acid. CCCCC/C=C\\C/C=C\\CCNS(=O)(=O)[O-]